N-({5-fluoro-6-[(1,3-thiazol-4-yl)methoxy]-2-indolyl}methyl)1-(difluoromethyl)cyclopropanecarboxamide FC=1C=C2C=C(NC2=CC1OCC=1N=CSC1)CNC(=O)C1(CC1)C(F)F